γ-acryloylpropyl-trimethoxysilane C(C=C)(=O)CCC[Si](OC)(OC)OC